2-(2,4-dimethoxyphenyl)benzoxazole COC1=C(C=CC(=C1)OC)C=1OC2=C(N1)C=CC=C2